N-(2,4-dimethyl-5-(methyl-d3)-4,5-dihydro-2H-[1,2,3]triazolo[4,5-c][1,7]naphthyridin-6-yl)cyclopropanecarboxamide CN1N=C2C(C(N(C=3C(=NC=CC23)NC(=O)C2CC2)C([2H])([2H])[2H])C)=N1